N-((1s,3s)-3-(6-(((1-((1-(2-((2-(2,6-dioxopiperidin-3-yl)-1,3-dioxoisoindolin-4-yl)oxy)acetyl)piperidin-4-yl)methyl)piperidin-4-yl)methyl)amino)-9H-purin-9-yl)cyclobutyl)acetamide O=C1NC(CC[C@@H]1N1C(C2=CC=CC(=C2C1=O)OCC(=O)N1CCC(CC1)CN1CCC(CC1)CNC1=C2N=CN(C2=NC=N1)C1CC(C1)NC(C)=O)=O)=O